6-(5-carboxypentoxy)-1,1-dimethyl-3-oxo-2H-xanthene-4-sulfonate Sodium Salt [Na+].C(=O)(O)CCCCCOC=1C=C2OC3=C(C(CC(C3=CC2=CC1)(C)C)=O)S(=O)(=O)[O-]